CN1N=CC(=C1)C1=CC2=C(N(CCO2)C2=NC=CC3=CC=CC=C23)C=C1 1-[7-(1-methyl-1H-pyrazol-4-yl)-2,3-dihydro-benzo[1,4]oxazin-4-yl]-isoquinoline